(2S)-2-(tert-Butoxycarbonylamino)-3,3-dicyclohexyl-propionic acid C(C)(C)(C)OC(=O)N[C@H](C(=O)O)C(C1CCCCC1)C1CCCCC1